4-(4-ethylbenzoyl)-2,3-dihydroxyphenyl morpholine-4-carboxylate N1(CCOCC1)C(=O)OC1=C(C(=C(C=C1)C(C1=CC=C(C=C1)CC)=O)O)O